ClC=1C=C2CCC(C2=CC1)N1CCC1 1-(5-chloro-2,3-dihydro-1H-inden-1-yl)azetidin